ClC1=C(C=C(C(=C1)S(=O)(=O)CC=1SC=CN1)F)NCCC[C@@H](C)NC[C@H]1NCCC1 (R)-N1-(2-Chloro-5-fluoro-4-((thiazol-2-ylmethyl)sulfonyl)phenyl)-N4-((S)-pyrrolidin-2-ylmethyl)pentan-1,4-diamin